OC1=C(C(=CC(=C1C(=O)[N@]1C(C1)C)CCCCC)O)C1=CC(=CC=C1)C (R)-(2,6-dihydroxy-3'-methyl-4-pentyl-[1,1'-biphenyl]-3-yl)(2-methylaziridin-1-yl)methanone